8-(4,4-difluoropiperidin-1-yl)quinolin-6-amine FC1(CCN(CC1)C=1C=C(C=C2C=CC=NC12)N)F